T-butyl isocyanate C(C)(C)(C)N=C=O